2-(5-chloro-2-fluoro-4-(2-fluoro-4-hydroxy-3-isopropylbenzyl)-3-methylphenoxy)acetic acid ClC=1C(=C(C(=C(OCC(=O)O)C1)F)C)CC1=C(C(=C(C=C1)O)C(C)C)F